C(OC(C)(CC)OOC(C)(C)CCC)([O-])=O t-hexylperoxy-sec-butyl monocarbonate